methoxy-1,6-dimethylergoline COC1CN([C@@H]2CC3=CN(C4=CC=CC([C@H]2C1)=C34)C)C